COC1CCN(CC1)C1=CC=C(C=N1)NC=1N=CC2=C(N1)CN(CC2)C2=C(C1=C(OCCN1C(=O)OC(C)(C)C)N=C2)C tert-butyl 7-(2-{[6-(4-methoxypiperidin-1-yl)pyridin-3-yl]amino}-5H,6H,7H,8H-pyrido[3,4-d]pyrimidin-7-yl)-8-methyl-1H,2H,3H-pyrido[2,3-b][1,4]oxazine-1-carboxylate